CC1(CCCCC1)CN1N=CC(=C1)C=1C(=NC=CC1)C1=CC=C2C=CC=NC2=C1 7-(3-{1-[(1-Methylcyclohexyl)methyl]-1H-pyrazol-4-yl}pyridin-2-yl)chinolin